2-(3-bromo-2-methylphenyl)-5-((4-fluorophenyl)(piperidin-1-yl)methyl)-1,3,4-oxadiazole methyl-5-cyano-6-cyclopropylpyridine-3-carboxylate COC(=O)C=1C=NC(=C(C1)C#N)C1CC1.BrC=1C(=C(C=CC1)C=1OC(=NN1)C(N1CCCCC1)C1=CC=C(C=C1)F)C